(R)-N-(cyclopropylmethyl)-1-(6-(3-(4-(5-(pyrrolidin-1-yl)pyridin-3-yl)-1H-1,2,3-triazol-1-yl)oxetan-3-yl)pyridin-3-yl)piperidin-3-amine C1(CC1)CN[C@H]1CN(CCC1)C=1C=NC(=CC1)C1(COC1)N1N=NC(=C1)C=1C=NC=C(C1)N1CCCC1